FC=1C=C(C=CC1OC)C1=NC2=C(N1)C=C(C=C2C)C2CCN(CC2)C2CCN(CC2)CC(C)C 2-(3-Fluoro-4-methoxyphenyl)-6-(1'-isobutyl-[1,4'-bipiperidin]-4-yl)-4-methyl-1H-benzo[d]imidazol